Cl.ClC=1C=C(C=CC1)NC1N(C(=NC(=N1)N)N1CCCC1)C1=CC(=CC(=C1)C)C N-(3-Chlorophenyl)-N1-(3,5-dimethylphenyl)-6-pyrrolidin-1-yl-[1,3,5]triazine-2,4-diamine hydrochloride